methyl-glycine trisodium diacetate C(C)(=O)[O-].C(C)(=O)[O-].[Na+].[Na+].[Na+].CNCC(=O)O